FC(C=1OC(=CC1C(=O)NC1=NC(=NS1)CN1CCCCC1)C1=CC(=CC=C1)OC(F)F)(F)F 2-(trifluoromethyl)-5-(3-(difluoromethoxy)phenyl)-N-(3-(piperidin-1-ylmethyl)-1,2,4-thiadiazole-5-yl)furan-3-carboxamide